C(C1=CC=CC=C1)OC1=NC(=CC=C1C1=C(C=C(C(=C1)C)Br)F)OCC1=CC=CC=C1 2,6-Dibenzyloxy-3-(4-bromo-2-fluoro-5-methyl-phenyl)pyridine